ClC=1C=C(C=CC1)NC(=O)C=1N=NSC1NC(C1=CN=CC(=C1)C(F)(F)F)=O N-(3-chlorophenyl)-5-(5-(trifluoromethyl)nicotinamido)-1,2,3-thiadiazole-4-carboxamide